CN(CCOCC)C 2-(2-(dimethylamino)ethoxy)ethan